C(CCC)NC1=NC=C2C(=N1)N(N=C2C2=CC=C(C=C2)S(=O)(=O)N2CCN(CC2)C(=O)OC(C)(C)C)C2CCC(CC2)O tert-butyl 4-[4-[6-(butylamino)-1-(4-hydroxycyclohexyl)pyrazolo[3,4-d]pyrimidin-3-yl]phenyl]sulfonylpiperazine-1-carboxylate